C(CCCCCCC)(=O)N[C@@H](C)C(=O)O octanoylalanine